2-(2-bromopyridin-3-yl)ethanol Methyl-4-((1-methoxy-1-oxopropan-2-yl)amino)-3-nitro-1-naphthoate CC1=C(C2=CC=CC=C2C(=C1[N+](=O)[O-])NC(C(=O)OC)C)C(=O)OCCC=1C(=NC=CC1)Br